13-methyl-3-oxo-2,3,6,7,8,11,12,13,14,15,16,17-dodecahydro-1H-cyclopenta[a]phenanthren-17-yl Acetate C(C)(=O)OC1CCC2C3CCC4=CC(CCC4=C3CCC12C)=O